C(CCCCCCCCCCCCCCCCC)(=O)O.N(CCO)(CCO)CCO triethanolamin stearate